2-[4-[4-[(2,6-dioxo-3-piperidyl)-methyl-amino]phenyl]-1-piperidyl]-N-[2-[[8-fluoro-6-hydroxy-7-(1,1,4-trioxo-1,2,5-thiadiazolidin-2-yl)-2-naphthyl]oxy]ethyl]acetamide O=C1NC(CCC1N(C1=CC=C(C=C1)C1CCN(CC1)CC(=O)NCCOC1=CC2=C(C(=C(C=C2C=C1)O)N1S(NC(C1)=O)(=O)=O)F)C)=O